6-(4-fluoro-3-isopropyl-5-(6-((3-methyloxetan-3-yl)methyl)-2,6-diazaspiro[3.3]hept-2-yl)-1H-pyrrolo[2,3-c]pyridin-2-yl)-7,8-dimethyl-[1,2,4]triazolo[1,5-a]pyridine FC1=C2C(=CN=C1N1CC3(C1)CN(C3)CC3(COC3)C)NC(=C2C(C)C)C=2C(=C(C=3N(C2)N=CN3)C)C